(S)-(6-(3-Methyl-1H-pyrrolo[2,3-b]pyridin-5-yl)-8-(pyrrolidin-2-yl)-3,4-dihydroisoQuinolin-2(1H)-yl)(5-methylpyridin-2-yl)methanone CC1=CNC2=NC=C(C=C21)C=2C=C1CCN(CC1=C(C2)[C@H]2NCCC2)C(=O)C2=NC=C(C=C2)C